C1(=CC=CC=C1)S(=O)(=O)N1N=C(C=C1)C1=CN(C=2N=CN=CC21)[C@H]2[C@@H]([C@@H]([C@H](C2)CNCCCNCCC2=CC=CC=C2)O)O (1R,2S,3R,5R)-3-{5-[1-(benzenesulfonyl)pyrazol-3-yl]pyrrolo[2,3-d]pyrimidin-7-yl}-5-[({3-[(2-phenylethyl)amino]propyl}amino)methyl]cyclopentane-1,2-diol